CC1=C(C=NN1C1CCNCC1)C=1C=C(C=2N(C1)N=CC2C#N)O[C@H](C)C2=NC=CC=C2 6-[5-Methyl-1-(piperidin-4-yl)pyrazol-4-yl]-4-[(1R)-1-(pyridin-2-yl)ethoxy]pyrazolo[1,5-a]pyridine-3-carbonitrile